(S)-2,3-dimethyl-6-(2-(2-methylpyridin-4-yl)morpholino)-8-(2,4,5-trifluorophenyl)pyrimido[5,4-d]pyrimidin-4(3H)-one CC=1N(C(C2=C(N1)C(=NC(=N2)N2C[C@@H](OCC2)C2=CC(=NC=C2)C)C2=C(C=C(C(=C2)F)F)F)=O)C